N-(4-(4-((5-methyl-1H-pyrazol-3-yl)amino)-7-morpholinoquinazolin-2-yl)phenyl)acrylamide CC1=CC(=NN1)NC1=NC(=NC2=CC(=CC=C12)N1CCOCC1)C1=CC=C(C=C1)NC(C=C)=O